N1(N=NC=C1)CCCS 3-(1H-1,2,3-triazol-1-yl)propan-1-thiol